[Si](C)(C)(C(C)(C)C)OC[C@@H](C(C1=NC=CC=C1)(F)F)N[S@](=O)C(C)(C)C (R)-N-[(2S)-3-(tert-butyldimethylsilyloxy)-1,1-difluoro-1-(pyridin-2-yl)propan-2-yl]-2-methylpropane-2-sulfinamide